[Si](C)(C)(C(C)(C)C)OCC=1N=C(C2=C(N1)C(=CS2)C2=C(C=C(C=C2)N2CCOCC2)OC)NC 2-(((tert-butyldimethylsilyl)oxy)methyl)-7-(2-methoxy-4-morpholinophenyl)-N-methylthieno[3,2-d]pyrimidin-4-amine